triethyl-amine C(C)N(CC)CC